tert-butyl (3-bromo-6-chloro-9H-pyrido[2,3-b]indol-8-yl)-(methyl)carbamate BrC1=CC2=C(NC3=C(C=C(C=C23)Cl)N(C(OC(C)(C)C)=O)C)N=C1